C=1(C(=CC(=CC1O)O)O)C1=CC(=CC(=C1)O)O 2,4,6,3',5'-biphenylpentol